NC=1C=C(C(=O)OC)C=C(C1N[C@@H]1[C@H](C1)C(F)F)F |r| methyl (rac)-3-amino-4-(((1S,2S)-2-(difluoromethyl)cyclopropyl)amino)-5-fluorobenzoate